magnesium (L)-threonate O=C([C@H](O)[C@@H](O)CO)[O-].[Mg+2].O=C([C@H](O)[C@@H](O)CO)[O-]